3,4-di(dodecyloxy)thiophene sulfur [S].C(CCCCCCCCCCC)OC1=CSC=C1OCCCCCCCCCCCC